C(=O)(OC(C)(C)C)N1CCC2(CCCC2=O)CC1 8-boc-1-oxo-8-aza-spiro[4.5]decane